4-chloro-5-(methoxymethyl)-2-(methylsulfonyl)pyrimidine ClC1=NC(=NC=C1COC)S(=O)(=O)C